BrCC(C=C)O 1-Bromo-3-buten-2-ol